3,5-dichloropyridin-2-ol ClC=1C(=NC=C(C1)Cl)O